C(C)OC1=NC=C(C2=CC=CC=C12)C1=CC=C(C#N)C=C1 4-(1-ethoxyisoquinolin-4-yl)benzonitrile